CNC(C)=CC(C)=NC(C)C N-methyl-4-(isopropylimino)-2-penten-2-amine